O=C1NCC[C@H]1CC(COC)OCCOCNCCNCC 4-(((S)-2-oxopyrrolidin-3-yl)methyl)-2,5,8-trioxa-10,13-diazapentadecan